ClC=1C(N(N=CC1Cl)C)=O 4,5-dichloro-2-methyl-pyridazin-3-one